18-dodecanoyloxy-octadecanoic acid C(CCCCCCCCCCC)(=O)OCCCCCCCCCCCCCCCCCC(=O)O